C1CCCC=2C3=CC=CC=C3N(C12)CCC(=O)O 1,2,3,4-tetrahydrocarbazole-9-propionic acid